(S)-1-[3-(1H-indazole-1-yl)pyridine-2-yl]-2-(5-fluoropyridine-2-yl)-ethan-1-amine hydrochloride Cl.N1(N=CC2=CC=CC=C12)C=1C(=NC=CC1)[C@H](CC1=NC=C(C=C1)F)N